hydroxydichloro-1,3,5-triazine sodium salt [Na].OC1=NC(=NC(=N1)Cl)Cl